FC1=CC=C(CC2(CC3C(CN(C3)CC(C3=NC=C(C=C3)O)O)C2)O)C=C1 5-(4-fluorobenzyl)-2-(2-hydroxy-2-(5-hydroxypyridin-2-yl)ethyl)octahydrocyclopenta[c]pyrrol-5-ol